(R)-1-(1-acryloylpiperidine-3-yl)-4-amino-N-(2-chloro-4-(2-(dimethylamino)-2-oxoethyl)-5-methylphenyl)-1H-pyrazolo[3,4-d]pyrimidine-3-carboxamide C(C=C)(=O)N1C[C@@H](CCC1)N1N=C(C=2C1=NC=NC2N)C(=O)NC2=C(C=C(C(=C2)C)CC(=O)N(C)C)Cl